2-((4-(7-(((2S,5R)-5-(ethylsulfonamido)tetrahydro-2H-pyran-2-yl)methyl)-2,7-diazaspiro[3.5]nonan-2-yl)pyrimidin-5-yl)oxy)-5-fluoro-N-((1s,3s)-3-hydroxycyclobutyl)-N-isopropylbenzamide C(C)S(=O)(=O)N[C@@H]1CC[C@H](OC1)CN1CCC2(CN(C2)C2=NC=NC=C2OC2=C(C(=O)N(C(C)C)C3CC(C3)O)C=C(C=C2)F)CC1